N1CCC(CC1)C1CN(CCC1)C(=O)OCCCC butyl 3-(4-piperidyl)piperidine-1-carboxylate